C1(=CC(=CC=C1)CNC(CC(=O)N[C@@H](CC1=CC=CC=C1)OB(O)O)=O)C1=CC=CC=C1 (R)-(1-(3-(([1,1'-biphenyl]-3-ylmethyl)amino)-3-oxopropionamido)-2-phenylethyl)boric acid